ethyl (R)-4-(2-(5-cyclopropyl-4,7-difluoro-3,3-dimethyl-2-oxoindolin-1-yl)acetamido)-3,3-dimethylpentanoate C1(CC1)C=1C(=C2C(C(N(C2=C(C1)F)CC(=O)N[C@@H](C(CC(=O)OCC)(C)C)C)=O)(C)C)F